N5-phenylthiazole-2,5-diamine C1(=CC=CC=C1)NC1=CN=C(S1)N